N-methyl-N-(2-methyl-1-phenylpropan-2-yl)nitrosamide CN(N=O)C(CC1=CC=CC=C1)(C)C